tert-butyl (2R)-2-[3-[1-(2,6-dioxo-3-piperidyl)-3-methyl-2-oxo-benzimidazol-4-yl] propoxymethyl]morpholine-4-carboxylate O=C1NC(CCC1N1C(N(C2=C1C=CC=C2CCCOC[C@H]2CN(CCO2)C(=O)OC(C)(C)C)C)=O)=O